N-(4-fluorophenyl)-3-(indolin-1-ylsulfonyl)benzamide FC1=CC=C(C=C1)NC(C1=CC(=CC=C1)S(=O)(=O)N1CCC2=CC=CC=C12)=O